N-(2-aminophenyl)-4-((E)-(3-((E)-benzylidene)-2-oxocyclopentyl)methyl)benzamide NC1=C(C=CC=C1)NC(C1=CC=C(C=C1)CC1C(/C(/CC1)=C/C1=CC=CC=C1)=O)=O